N1C(=CC2=CC=CC=C12)C(C#CC1=CC2=CC=CC=C2C=C1)(O)C1=CC=CC=C1 1-(1H-indol-2-yl)-3-(naphthalen-2-yl)-1-phenyl-prop-2-yn-1-ol